NC1=C(C(=NN1C(C)C)C=1C=NC(=CC1)C(C(NC1=NOC(=C1)C(C(F)(F)F)(C)C)=O)C)C(=O)N 5-Amino-1-isopropyl-3-[6-[1-methyl-2-oxo-2-[[5-(2,2,2-trifluoro-1,1-dimethylethyl)isoxazol-3-yl]amino]ethyl]-3-pyridyl]pyrazole-4-carboxamide